NC1(CCN(CC1)C=1C2=CN(N=C2C(=CC1)C(=O)NC=1C=C(C=2N(C1)C=C(N2)C)F)C)C(F)(F)F 4-[4-amino-4-(trifluoromethyl)piperidin-1-yl]-N-{8-fluoro-2-methylimidazo[1,2-a]pyridin-6-yl}-2-methylindazole-7-carboxamide